C1(CC1)/C=C/C=1C=CC(=NC1)C(C(=O)N)(C)N1C[C@@H](C(CC1)(F)F)C1=CNC(C=C1)=O (5-((e)-2-cyclopropylvinyl)pyridin-2-yl)-2-((s)-4,4-difluoro-3-(6-oxo-1,6-dihydropyridin-3-yl)piperidin-1-yl)propanamide